C1=CC=C(C=2SC3=C(C21)C=CC=C3)C=3C=C(C=CC3)C3=C(C=CC=C3)C=CC3=CC=CC=C3 2-[3-(dibenzothiophen-4-yl)phenyl]stilbene